(3R,6S)-6-(hydroxymethyl)tetrahydro-2H-pyran OC[C@@H]1CCCCO1